2-(2,5-dimethyl-1H-pyrrol-1-yl)-6-(2-methoxyethoxy)thiazolo[4,5-b]pyrazine CC=1N(C(=CC1)C)C=1SC=2C(=NC=C(N2)OCCOC)N1